1-[(3-chlorophenyl)methyl]-N-(6S)-2-cyclopropyl-4-methyl-5-oxo-7,8-dihydro-6H-pyrazolo[1,5-a][1,3]diazepin-6-yl-1,2,4-triazole-3-carboxamide ClC=1C=C(C=CC1)CN1CC=C2N1CC[C@H](C(N2C)=O)C2=NC(=NN2)C(=O)NC2CC2